rac-5-oxo-2-phenyl-5,7,8,9-tetrahydropyrrolo[1,2-c][1,2,4]triazolo[1,5-a]pyrimidine-9-carboxylic acid O=C1C=C2N(C=3N1N=C(N3)C3=CC=CC=C3)[C@H](CC2)C(=O)O |r|